Ethyl 2-(4-((4-(2,3-dihydrobenzo[b][1,4]dioxin-6-yl)-5-oxo-4,5-dihydro-1H-1,2,4-triazol-1-yl) methyl)-2-methylphenoxy)-2-methylpropionate O1C2=C(OCC1)C=C(C=C2)N2C=NN(C2=O)CC2=CC(=C(OC(C(=O)OCC)(C)C)C=C2)C